CCCCCCCC/C=C\CCCCCCCC(=O)O[C@H](COC(=O)CCCCCCC/C=C\CCCCCCC)COP(=O)([O-])OCC[N+](C)(C)C 1-(9Z-heptadecenoyl)-2-(9Z-octadecenoyl)-glycero-3-phosphocholine